C(C1=CC=CC=C1)OC(=O)N1CCC(CC1)(C(=O)O)OC 1-[(benzyloxy)carbonyl]-4-methoxypiperidine-4-carboxylic acid